azetidin-3-ylmethyl 1-(6-(5-(6-methylpyridin-2-yl)-1H-imidazol-4-yl)quinolin-3-yl)azetidine-3-carboxylate CC1=CC=CC(=N1)C1=C(N=CN1)C=1C=C2C=C(C=NC2=CC1)N1CC(C1)C(=O)OCC1CNC1